OC1=C(C(=NN1C)C(C)C)C=O 5-hydroxy-1-methyl-3-(propan-2-yl)-1H-pyrazole-4-carbaldehyde